N,N-diisopropylaniline-4-glutarate C(C)(C)N(C1=CC=C(C=C1)C(CCC(=O)[O-])C(=O)[O-])C(C)C